rac-(R)-1-(4-(4-((2-fluoro-5-methyl-4-((1-methyl-1H-benzo[d]imidazol-5-yl)oxy)phenyl)amino)pyrido[3,2-d]pyrimidin-6-yl)azepan-1-yl)prop-2-en-1-one FC1=C(C=C(C(=C1)OC1=CC2=C(N(C=N2)C)C=C1)C)NC=1C2=C(N=CN1)C=CC(=N2)[C@H]2CCN(CCC2)C(C=C)=O |r|